2-[7-[5-(trifluoromethyl)pyrazin-2-yl]oxy-2-azaspiro[3.5]nonane-2-carbonyl]-7-oxa-2,5-diazaspiro[3.4]octan-6-one FC(C=1N=CC(=NC1)OC1CCC2(CN(C2)C(=O)N2CC3(C2)NC(OC3)=O)CC1)(F)F